2-chloro-9-(4-(1-isopropyl-4-(trifluoromethyl)-1H-imidazol-2-yl)benzyl)-9H-pyridino[2',3':4,5]pyrrolo[2,3-d]pyrimidine ClC=1N=CC2=C(N1)N(C1=C2N=CC=C1)CC1=CC=C(C=C1)C=1N(C=C(N1)C(F)(F)F)C(C)C